2-[2-chloro-4-(trifluoromethyl)phenyl]-5-(1H-pyrrolo[2,3-b]pyridin-4-yl)-1H-pyrrole-3-carboxamide ClC1=C(C=CC(=C1)C(F)(F)F)C=1NC(=CC1C(=O)N)C1=C2C(=NC=C1)NC=C2